N,N-dimethylguanidine sulfate C[NH+](C)C(=[NH2+])N.[O-]S(=O)(=O)[O-]